[C@@H]12CNC[C@@H]([C@H]2C1)OC=1C=C2COC(C2=CC1)=O |r| rac-5-(((1R,5R,6S)-3-azabicyclo[4.1.0]heptan-5-yl)oxy)isobenzofuran-1(3H)-one